N-({5-chloro-6-[(3-isoxazolyloxy)methyl]-2-indolyl}methyl)1-methylcyclopropanecarboxamide ClC=1C=C2C=C(NC2=CC1COC1=NOC=C1)CNC(=O)C1(CC1)C